2-(3-(3,4-difluorophenyl)-5-ethoxy-4-(4-sulfamoylbenzyl)-1H-pyrazol-1-yl)thiazole-4-carboxylic acid FC=1C=C(C=CC1F)C1=NN(C(=C1CC1=CC=C(C=C1)S(N)(=O)=O)OCC)C=1SC=C(N1)C(=O)O